C(C)(=O)N1CCN(CC1)C1=CC(=C(C=C1)NC(=O)C=1C=NN2C1N=C(C=C2)N[C@H]2CNCCC2)C(F)(F)F (R)-N-(4-(4-acetylpiperazin-1-yl)-2-(trifluoromethyl)phenyl)-5-(piperidin-3-ylamino)pyrazolo[1,5-a]pyrimidine-3-carboxamide